3-(cyclopropyldifluoromethyl)-1-((3,3-difluorocyclobutyl)methyl)-4-methyl-1H-pyrazole C1(CC1)C(C1=NN(C=C1C)CC1CC(C1)(F)F)(F)F